(1,3-dimethyl-3,6-dihydro-2H-pyridin-4-yl) trifluoromethanesulfonate FC(S(=O)(=O)OC=1C(CN(CC1)C)C)(F)F